bithiophene tin [Sn].S1C(=CC=C1)C=1SC=CC1